Di-tert-butyl 2-(((5R,6R,8R,9R)-9-acetoxy-8-(4-((tert-butoxycarbonyl)amino)-6-chloro-1H-pyrazolo[3,4-d]pyrimidin-1-yl)-2,2-dimethyl-1,3,7-trioxaspiro[4.4]nonan-6-yl)methoxy)malonate C(C)(=O)O[C@H]1[C@@H](O[C@@H]([C@]12COC(O2)(C)C)COC(C(=O)OC(C)(C)C)C(=O)OC(C)(C)C)N2N=CC=1C2=NC(=NC1NC(=O)OC(C)(C)C)Cl